6-(3-(1-Isopropyl-3-(5-(trifluoromethyl)pyridin-3-yl)-1H-pyrazol-5-yl)cyclopentyl)-2-thia-6-azaspiro[3.4]octane 2,2-dioxide C(C)(C)N1N=C(C=C1C1CC(CC1)N1CC2(CS(C2)(=O)=O)CC1)C=1C=NC=C(C1)C(F)(F)F